3-(3-(Benzyloxy)-2,4-difluoro-5-(trifluoromethyl)phenyl)-N,1-dimethyl-N-(6-phenylpiperidin-3-yl)-1H-pyrazolo[3,4-d]pyrimidin-6-amine C(C1=CC=CC=C1)OC=1C(=C(C=C(C1F)C(F)(F)F)C1=NN(C2=NC(=NC=C21)N(C2CNC(CC2)C2=CC=CC=C2)C)C)F